FC1=C(C=C(C=C1)C=1C=C2C(=NC1)NC(N2C[C@@H]2OCC2)=O)C(F)(F)F |r| (R/S)-6-[4-fluoro-3-(trifluoromethyl)phenyl]-1-(oxetan-2-ylmethyl)-3H-imidazo[4,5-b]pyridin-2-one